N-(5-(propylsulfonyl)-1,3,4-thiadiazol-2-yl)-2-(trifluoromethyl)benzamide C(CC)S(=O)(=O)C1=NN=C(S1)NC(C1=C(C=CC=C1)C(F)(F)F)=O